CC=1C=C2C(=CNC2=CC1)C=C(C#N)C#N 2-((5-Methyl-1H-Indol-3-Yl)Methylene)Malononitrile